Cl.ClC=1C(N(N=CC1Cl)C1CCNCC1)=O 4,5-dichloro-2-(4-piperidyl)pyridazin-3-one hydrochloride